C(C)OC(=O)C=1N=C2N(C=CN=C2C2=C(C(=CC(=C2)F)F)F)C1 8-(2,3,5-Trifluorophenyl)imidazo[1,2-a]pyrazine-2-carboxylic acid ethyl ester